C(C)OC(C[C@@H](C=1SC(=CC1)C1=CC=CC=C1)NC(=O)NC=1C(N(C=C(C1O)C)C)=O)=O (S)-3-(3-(4-hydroxy-1,5-dimethyl-2-oxo-1,2-dihydropyridin-3-yl)ureido)-3-(5-phenylthiophen-2-yl)propanoic acid ethyl ester